FC([C@H]1C[C@@H](CNC1)NC=1N=CC2=C(N1)C(=CC(=N2)C2=CC(=C(C=C2)NS(=O)(=O)CCC(F)(F)F)F)C(C)C)F N-(4-(2-(((3S,5S)-5-(difluoro-methyl)piperidin-3-yl)amino)-8-iso-propylpyrido[3,2-d]pyrimidin-6-yl)-2-fluorophenyl)-3,3,3-trifluoropropane-1-sulfonamide